CC=1SC(=CC1C(=O)NC1=NC(=NS1)CN(C)C)C1=CC(=CC=C1)OC 2-methyl-5-(3-methoxyphenyl)-N-(3-((dimethylamino)methyl)-1,2,4-thiadiazol-5-yl)thiophene-3-carboxamide